IC1=CN=C(C2=C1N=C(N=C2)SC)C2=C(C(=O)N)C=CC=C2 (8-iodo-2-(methylthio)pyrido[4,3-d]pyrimidin-5-yl)benzamide